C(C)OC1=CC=C(O[C@@H]2OC=C(C(=C2O)O)O)C=C1 (2S,3R,4R,5S,6R)-2-(4-ethoxyphenoxy)-2H-pyran-3,4,5-triol